glycerol 2,3-dioleate C(CCCCCCC\C=C/CCCCCCCC)(=O)OC(CO)COC(CCCCCCC\C=C/CCCCCCCC)=O